C(C)(C)OC1=NC=2N(C=C1C(=O)NC1=NC(=CC=C1)C=1C=NOC1)C=C(N2)C21COC(C2)(C1)C 7-isopropoxy-N-(6-(isoxazol-4-yl)pyridin-2-yl)-2-(1-methyl-2-oxabicyclo[2.1.1]hexan-4-yl)imidazo[1,2-a]pyrimidine-6-carboxamide